FC(C1=CC(=CC=2N1N=CN2)C)C2=CC(=C(C=C2)OC(F)(F)F)F 5-(fluoro(3-fluoro-4-(trifluoromethoxy)phenyl)methyl)-7-methyl-[1,2,4]triazolo[1,5-a]pyridine